COC1=CC=C(OC=2C(=NC=CN2)N2CCN(CC2)C(C=C)=O)C=C1 (4-(3-(4-methoxyphenoxy)pyrazin-2-yl)piperazin-1-yl)prop-2-en-1-one